5-[1-[dideuterio-[4-[5-(difluoromethyl)-1,3,4-oxadiazol-2-yl]-3-fluorophenyl]methyl]triazol-4-yl]-1-methylbenzimidazole-2-amine [2H]C(N1N=NC(=C1)C1=CC2=C(N(C(=N2)N)C)C=C1)(C1=CC(=C(C=C1)C=1OC(=NN1)C(F)F)F)[2H]